C(C)S(=O)(=O)C1=C(N=C(N1C)C1=CC=CC=C1)C1=NC2=C(N1C)C=C1C(=C2)OC(C(O1)(F)F)(F)F 2-[5-(Ethylsulfonyl)-1-methyl-2-phenyl-1H-imidazol-4-yl]-6,6,7,7-tetrafluoro-1-methyl-6,7-dihydro-1H-[1,4]dioxino[2,3-f]benzimidazole